tert-butyl 4-(2-(5-((3-chlorophenyl)carbamoyl)thiophen-2-yl)phenoxy)piperidine-1-carboxylate ClC=1C=C(C=CC1)NC(=O)C1=CC=C(S1)C1=C(OC2CCN(CC2)C(=O)OC(C)(C)C)C=CC=C1